FC1=C(C(=C(C(=C1[B-](C1=C(C(=C(C(=C1F)F)F)F)F)(C1=C(C(=C(C(=C1F)F)F)F)F)C1=C(C(=C(C(=C1F)F)F)F)F)F)F)F)F tetrakis(pentafluorophenyl)-borate